Cl.NC1C(C2(C1)CCC2)O 2-aminospiro[3.3]heptane-1-ol hydrochloride